BrC=1N=C(N2C1C(=NC=C2)Cl)C2(CC(CC2)(C(=O)OC)C)C methyl 3-(1-bromo-8-chloroimidazo[1,5-a]pyrazin-3-yl)-1,3-dimethylcyclopentanecarboxylate